(S)-1-(3-(trifluoromethoxy)phenyl)propan-1-amine hydrochloride Cl.FC(OC=1C=C(C=CC1)[C@H](CC)N)(F)F